methyl (+)-(S)-α-(2-chlorophenyl)-6,7-dihydrothieno[3,2-c]pyridine-5(4H)-acetate ClC1=C(C=CC=C1)[C@@H](C(=O)OC)N1CC2=C(CC1)SC=C2